C(C)C(C(O)O)C 2-Ethylpropandiol